(z)-2-methyl-2-butenoic acid isobutyl ester C(C(C)C)OC(\C(=C/C)\C)=O